C(=O)(O)OC(C(=C)C)=O Carboxymethacrylate